ClC1=C(C=CC(=C1)Cl)N1N=NC(=C1C)C(=O)OCC ethyl 1-(2,4-dichlorophenyl)-5-methyl-1H-1,2,3-triazole-4-carboxylate